N-(1H-benzimidazol-2-ylmethyl)-7-bromo-2-(4-methylpiperazin-1-yl)imidazo[2,1-f][1,2,4]triazin-4-amine N1C(=NC2=C1C=CC=C2)CNC2=NC(=NN1C2=NC=C1Br)N1CCN(CC1)C